2-((methylamino)methyl)piperidine-1-carboxylate CNCC1N(CCCC1)C(=O)[O-]